NCC1CN(CCN1C(C1=CC=CC=C1)C1=CC=CC=C1)C(=O)C=1C=NC=C(C1)N [3-(aminomethyl)-4-benzhydryl-1-piperazinyl](5-amino-3-pyridyl)methanone